ClC=1C(C(=C(C(C1N[C@@H](C)C1=CC=CC=C1)=O)C#N)N[C@@H](C)C1=CC=CC=C1)=O (S,S)-2-chloro-5-cyano-3,6-bis((1-phenylethyl)amino)-1,4-benzoquinone